(R)-3-(4-amino-1H-pyrazol-1-yl)-pyrrolidine-1-carboxylic acid tert-butyl ester C(C)(C)(C)OC(=O)N1C[C@@H](CC1)N1N=CC(=C1)N